C(C)(C)(C)OC(NCC1=C(C=CC(=C1)Br)F)=O 5-Bromo-2-fluorobenzyl-carbamic acid tert-butyl ester